CC=1OC(=CC1C(=O)NC1=NC(=NS1)CC(C)N1CCOCC1)C1=CC(=CC=C1)C(F)(F)F 2-Methyl-5-(3-(trifluoromethyl)phenyl)-N-(3-(2-morpholinopropyl)-1,2,4-thiadiazol-5-yl)furan-3-Formamide